1-(6-(2-amino-5-pyrimidinyl)thieno[2,3-b]pyridin-2-yl)-3,3-difluorocyclobutanol NC1=NC=C(C=N1)C1=CC=C2C(=N1)SC(=C2)C2(CC(C2)(F)F)O